N-(Indol-3-yl)methyl-5-methoxy-N-methyltryptamine N1C=C(C2=CC=CC=C12)CN(CCC1=CNC2=CC=C(C=C12)OC)C